CC(=CCC1=C(C=C(C2=C1OC(OC2=O)C2=CC=CC=C2)CCC)O)CCC=C(C)C 8-(3,7-dimethylocta-2,6-dien-1-yl)-7-hydroxy-2-phenyl-5-propyl-4H-benzo[d][1,3]dioxin-4-one